C(C)(C)(C)OC(=O)N1CCN(CC1)C(C1=CC=C(C=C1)C1=NC(=C(N=C1)N)C(NC1=CC=CC=C1)=O)=O 4-(4-(5-amino-6-(phenylcarbamoyl)pyrazin-2-yl)benzoyl)piperazine-1-carboxylic acid tert-butyl ester